9H-pyrrolo[2,3-c]azocine-9-on N=1C=CC=2C1C(N=CC=CC2)=O